C1(=C(C=C(C=C1)C)C)N=NC1=C(C=CC2=CC=CC=C12)O 1-[(2,4-xylyl)azo]-2-naphthol